7-(3-(Methoxymethyl)-7-oxo-1,4,5,7-tetrahydro-6H-pyrazolo[3,4-c]pyridin-6-yl)-2-methyl-3,4-dihydroisoquinolin-1(2H)-one COCC1=NNC=2C(N(CCC21)C2=CC=C1CCN(C(C1=C2)=O)C)=O